C1(=CC=CC=C1)COC(CC[C@@H](C(=O)O)Br)=O (S)-5-(phenylmethyloxy)-2-bromo-5-oxopentanoic acid